ClC=1C=C2C(CCC(N2C1)C(=O)OC)=O methyl 2-chloro-8-oxo-6,7-dihydro-5H-indolizine-5-carboxylate